amyl methyl xanthate O(C(=S)SC)CCCCC